Nickel sulfuric acid S(O)(O)(=O)=O.[Ni]